2-((4-(2-(4-chloro-3-fluorophenyl)-2,3-dihydrobenzo[b][1,4]dioxin-5-yl)piperidin-1-yl)methyl)-3-(((S)-oxetan-2-yl)methyl)-3H-imidazo[4,5-b]pyridine-5-carboxylic acid ClC1=C(C=C(C=C1)C1COC2=C(O1)C=CC=C2C2CCN(CC2)CC2=NC=1C(=NC(=CC1)C(=O)O)N2C[C@H]2OCC2)F